C(CCC(=O)O)(=O)[O-].C(CCC(=O)O)(=O)O.[Na+] sodium Succinate (Succinate)